N-((1-(4-(difluoromethoxy)phenyl)-4-(hydroxymethyl)-1H-pyrazolo[3,4-b]pyridin-3-yl)methyl)acrylamide FC(OC1=CC=C(C=C1)N1N=C(C=2C1=NC=CC2CO)CNC(C=C)=O)F